N-(heptan-4-yl)benzo[b]thiophene-2-carboxamide CCCC(CCC)NC(=O)C1=CC2=C(S1)C=CC=C2